nickel-manganese iron [Fe].[Mn].[Ni]